CC1=NN(C=C1C1=CC(=NC=C1)C(F)(F)F)CC(=O)NC1=NC=C(C=C1)C=1C=NC=NC1 2-[3-methyl-4-[2-(trifluoromethyl)-4-pyridyl]pyrazol-1-yl]-N-(5-pyrimidin-5-yl-2-pyridyl)acetamide